(2S,4R)-4-fluoro-4-(hydroxymethyl)-5-oxopyrrolidin F[C@]1(CCNC1=O)CO